N-((6-methyl-1H-benzo[d]imidazol-2-yl)methyl)-4-(5-(4-(2-oxopyrrolidin-1-yl)phenyl)pyridin-3-yl)-1H-pyrrolo[2,3-b]pyridine-2-carboxamide CC=1C=CC2=C(NC(=N2)CNC(=O)C2=CC=3C(=NC=CC3C=3C=NC=C(C3)C3=CC=C(C=C3)N3C(CCC3)=O)N2)C1